C(C)OC(C(C1=C2N(C=N1)CCC2)N2N=C1C(=C(C=C(C1=C2)Cl)C2=CC=C(C=C2)N2CCOCC2)F)=O 2-(4-chloro-7-fluoro-6-(4-morpholinylphenyl)-2H-indazol-2-yl)-2-(6,7-dihydro-5H-pyrrolo[1,2-c]imidazol-1-yl)acetic acid ethyl ester